1,4-phenylenebisboronic acid C1(=CC=C(C=C1)B(O)O)B(O)O